tert-butyl rac-(2S,4R)-4-(2,2-difluoroethyl)-2-phenyl-piperidine-1-carboxylate FC(C[C@H]1C[C@H](N(CC1)C(=O)OC(C)(C)C)C1=CC=CC=C1)F |r|